2-(3',5'-bis(α,α-dimethylbenzyl)-2'-hydroxy-phenyl)benzotriazole CC(C1=CC=CC=C1)(C)C=1C(=C(C=C(C1)C(C1=CC=CC=C1)(C)C)N1N=C2C(=N1)C=CC=C2)O